O1C(=NC=C1)C1=CC=C(OC2=CC=C(N)C=C2)C=C1 4-(4-(oxazol-2-yl)phenoxy)aniline